[Si](C)(C)(C(C)(C)C)OC(C(=O)OC(C)(C)C)CCCO tert-butyl 2-(tert-butyldimethylsilyloxy)-5-hydroxypentanoate